N1N=CC(=C1)CCNC1=NC(=NC(=C1F)C)C(=O)NC(C)C1=NC(=CC=C1)F 4-((2-(1H-pyrazol-4-yl)ethyl)amino)-5-fluoro-N-(1-(6-fluoropyridin-2-yl)ethyl)-6-methylpyrimidine-2-carboxamide